OC1=NN(C(=C1)C)C(=O)OC(C)(C)C tert-Butyl 3-hydroxy-5-methyl-pyrazole-1-carboxylate